Methyl (S)-2-hydroxypropionate O[C@H](C(=O)OC)C